ClC=1C(=C2C(=NC1)NC(=N2)C2=CC=C(C=C2)N2CCN(CC2)CCOCCOC)NC2CCN(CC2)CC 6-Chloro-N-(1-ethylpiperidin-4-yl)-2-(4-{4-[2-(2-methoxyethoxy)ethyl]piperazin-1-yl}phenyl)-3H-imidazo[4,5-b]pyridin-7-amine